(R)-1-methyl-2-((p-tolylsulfinyl)methyl)-1H-indole-3,5-dicarboxylic acid diethyl ester C(C)OC(=O)C1=C(N(C2=CC=C(C=C12)C(=O)OCC)C)C[S@@](=O)C1=CC=C(C=C1)C